tert-Butyl N-(2-bromo-5-chloro-3-pyridyl)carbamate BrC1=NC=C(C=C1NC(OC(C)(C)C)=O)Cl